[2-chloro-5-[4-(hydroxymethyl)-6-methoxy-3-pyridyl]-3-thienyl]ammonium chloride [Cl-].ClC=1SC(=CC1[NH3+])C=1C=NC(=CC1CO)OC